2-(4-Methoxybenzyl)phenyl β-D-glucopyranoside O([C@H]1[C@H](O)[C@@H](O)[C@H](O)[C@H](O1)CO)C1=C(C=CC=C1)CC1=CC=C(C=C1)OC